N-(4-((1-(4-chlorophenyl)-1H-pyrazol-3-yl)oxy)-2,5-dimethylphenyl)formamidine ClC1=CC=C(C=C1)N1N=C(C=C1)OC1=CC(=C(C=C1C)NC=N)C